C(C)(C)(C)OC(=O)N1C[C@H](N(CC1)C1=NC=C(N=C1)C=O)C.C(C)(C)(C)C=1C(=NC=CC1NC(CC1=C(C=C(C(=C1)OC)C(=C)C)F)=O)C(=O)N tert-butyl-4-[[2-(2-fluoro-4-isopropenyl-5-methoxy-phenyl)acetyl]amino]pyridine-2-carboxamide tert-butyl-(3R)-4-(5-formylpyrazin-2-yl)-3-methylpiperazine-1-carboxylate